COC1=CC=C(C=C1)C(OC[C@@H]1[C@@H](C[C@@H](O1)N1C2=NC(=NC(=C2N=C1)NC(C(C)C)=O)NC(C(C)C)=O)O)(C1=CC=CC=C1)C1=CC=C(C=C1)OC N-[9-[(2R,4R,5R)-5-[[bis(4-methoxyphenyl)-phenyl-methoxy]methyl]-4-hydroxy-tetrahydrofuran-2-yl]-2-(2-methylpropanamido)purin-6-yl]-2-methyl-propionamide